(S)-2-{diphenyl[(trimethylsilyl)oxy]methyl}pyrrolidine C1(=CC=CC=C1)C([C@H]1NCCC1)(O[Si](C)(C)C)C1=CC=CC=C1